3-methyl-5-(1-methyl-1-pyrazolo[1,5-a]pyridin-6-yl-ethyl)-1,2,4-oxadiazole CC1=NOC(=N1)C(C)(C=1C=CC=2N(C1)N=CC2)C